tert-butyl N-[(2R)-1-[(tert-butyldimethylsilyl)oxy]-3-{7-methyl-4-[(thiophen-2-ylmethyl)amino]thieno[3,2-c]pyridazin-6-yl} propan-2-yl]carbamate [Si](C)(C)(C(C)(C)C)OC[C@@H](CC1=C(C=2N=NC=C(C2S1)NCC=1SC=CC1)C)NC(OC(C)(C)C)=O